IC1=CC=C(OC2COC2)C=C1 3-(4-iodophenoxy)oxetan